CC1=C(C(=C(C1([Zr](C1(C=CC2=CC=3CCCC3C=C12)CC(C)C)(C)C)C)C)C)C Pentamethylcyclopentadienyl-dimethyl-(1-isobutyl-1,5,6,7-tetrahydro-s-indacenyl)zirconium